C(C)(C)(C)NNC(CC=1N=C2N(C=C(C=C2)CNC(OCC2CCC2)=O)C1)=O (cyclobutylmethyl) ((2-(2-tert-butyl hydrazino-2-oxoethyl)imidazo[1,2-a]pyridin-6-yl)methyl)carbamate